C(C=C)(=O)OC1OCC1 oxetanyl acrylate